methyl (2R)-3-[(4-aminobutanoyl)sulfanyl]-2-[3-[(2R)-2,4-dihydroxy-3,3-dimethylbutanamido]propanamido]propanoate NCCCC(=O)SC[C@@H](C(=O)OC)NC(CCNC([C@@H](C(CO)(C)C)O)=O)=O